BrC=1C=C(C(=C(C1)S(=O)(=O)NC=1C(=C(C(=O)O)C=C(C1)C1CC1)O)O)Cl 3-((5-bromo-3-chloro-2-hydroxyphenyl)sulfonamido)-5-cyclopropyl-2-hydroxybenzoic acid